potassium pentafluorobenzenesulfinate FC1=C(C(=C(C(=C1S(=O)[O-])F)F)F)F.[K+]